FC1=C(N=CC2=C1N=C(N=C2N([C@H]2[C@H](NCC2)C)C)OC[C@]21CCCN1C[C@@H](C2)F)C2=CC=CC1=CC=CC(=C21)F 8-fluoro-7-(8-fluoronaphthalen-1-yl)-2-(((2R,7aS)-2-fluorotetrahydro-1H-pyrrolizin-7a(5H)-yl)methoxy)-N-methyl-N-((2R,3R)-2-methylpyrrolidin-3-yl)pyrido[4,3-d]pyrimidin-4-amine